O=C1NC2=CC=CC=C2C12C1(NC(C2)C(=O)N)CCCCC1 2''-oxodispiro[cyclohexane-1,2'-pyrrolidin-3',3''-indoline]-5'-carboxamide